ON=CCCP(O)(=O)C1=CC=C(C=C1)C (3-(hydroxyimino)propyl)(p-tolyl)phosphinic acid